4-(2-(3-(2-((1,5-dimethyl-1H-pyrazol-3-yl)amino)-5-methylpyrimidin-4-yl)-1H-indol-7-yl)-1-oxoisoindolin-4-yl)pyridineamide CN1N=C(C=C1C)NC1=NC=C(C(=N1)C1=CNC2=C(C=CC=C12)N1C(C2=CC=CC(=C2C1)C1=CC(=NC=C1)C(=O)N)=O)C